3-[(4-trifluoromethylphenyl)sulfonyl]-2-propenenitrile FC(C1=CC=C(C=C1)S(=O)(=O)C=CC#N)(F)F